NC=1C=C(C(=O)NC2=CC=C(C=C2)N)C=CC1 3-amino-N-(4-aminophenyl)-benzamide